C(C)OC(CC(C)(OOC(C)(C)CC)OOC(C)(C)CC)=O 3,3-bis(tert-amylperoxy)butyric acid ethyl ester